C(C)(C)(C)OC(NCC(=O)NC1=CC=2C=C3C(=NC2C=C1F)C1=CC2=C(C(N1C3)=O)COC([C@]2(O)CC)=O)=O (S)-(2-((4-ethyl-8-fluoro-4-hydroxy-3,14-dioxo-3,4,12,14-tetrahydro-1H-pyrano[3',4':6,7]indolizino[1,2-b]quinolin-9-yl)amino)-2-oxoethyl)carbamic acid tert-butyl ester